N(=[N+]=[N-])CCCCCCCCCSC1=C2CN(C(C2=CC=C1)=O)C1C(NC(CC1)=O)=O 3-(4-((9-azidononyl)thio)-1-oxoisoindolin-2-yl)piperidine-2,6-dione